C[C@@H]1N[C@@H](CC(C1)N1N=CC(=C1)N)C 1-((2S,4r,6R)-2,6-dimethylpiperidin-4-yl)-1H-pyrazol-4-amine